Ethyl 4-bromo-2,2-dimethyl-3-oxo-butanoate BrCC(C(C(=O)OCC)(C)C)=O